(R)-3-Hydroxy-4-(7-((1-methylpiperidin-3-yl)amino)thieno[2,3-d]pyridazin-4-yl)benzonitrile OC=1C=C(C#N)C=CC1C1=C2C(=C(N=N1)N[C@H]1CN(CCC1)C)SC=C2